4-Amino-1-(8-chloroisoquinolin-5-yl)-2-oxo-7-(trifluoromethyl)-1,2-dihydroquinoline-3-carboxylic acid methyl ester COC(=O)C=1C(N(C2=CC(=CC=C2C1N)C(F)(F)F)C1=C2C=CN=CC2=C(C=C1)Cl)=O